BrC=1C=C2C(=C(C=NC2=CC1)S(=O)(=O)N1CCOCC1)NC=1C(=NC(=CC1)OC)C(=O)O 3-[(6-bromo-3-morpholinosulfonyl-4-quinolinyl)amino]-6-methoxy-pyridine-2-carboxylic acid